3-(5-(4-((1-(4-(3-(3,4-difluorophenyl)-7-hydroxychroman-4-yl)-2-fluorophenyl)piperidin-4-yl)methyl)piperazin-1-yl)-1-oxoisoindolin-2-yl)piperidine-2,6-dione FC=1C=C(C=CC1F)C1COC2=CC(=CC=C2C1C1=CC(=C(C=C1)N1CCC(CC1)CN1CCN(CC1)C=1C=C2CN(C(C2=CC1)=O)C1C(NC(CC1)=O)=O)F)O